methyl 2-[[2-[1-[(2-ethylphenyl)methyl]-5-oxopyrrolidin-2-yl]acetyl]-methylamino]acetat C(C)C1=C(C=CC=C1)CN1C(CCC1=O)CC(=O)N(CC(=O)OC)C